4-cyclopropyl-2-fluoro-7-hydroxycyclohepta-2,4,6-trien-1-one C1(CC1)C=1C=C(C(C(=CC1)O)=O)F